CC1(C(N(C(N1)=O)CC1=NC(=NO1)C1=CC(=C(C=C1)OC1=C(C=CC=C1)SC(F)(F)F)C(F)(F)F)=O)C 5,5-dimethyl-3-((3-(3-(trifluoromethyl)-4-(2-((trifluoromethyl)thio)phenoxy)phenyl)-1,2,4-oxadiazol-5-yl)methyl)imidazolidine-2,4-dione